BrC=1C(=CN(C1)CCCNC(=O)OC(C)(C)C)F 4-bromo-1-(3-((tert-butoxycarbonyl)amino)propyl)-3-fluoro-1H-pyrrole